O[C@@]1(C(N(CC1)C)=O)C1=CC(=NO1)[C@H]1CN(CCC1)C=1C=CC=2N=CN=C(C2N1)NC([O-])=O (6-((R)-3-(5-((R)-3-hydroxy-1-methyl-2-oxopyrrolidin-3-yl)isoxazol-3-yl)piperidin-1-yl)pyrido[3,2-d]pyrimidin-4-yl)carbamate